C(C)SC1=C(C(=CC(=C1)N1CC2=CC(=CC=C2CC1)F)C)NC(CC(C)(C)C)=O N-(2-(ethylthio)-4-(7-fluoro-3,4-Dihydroisoquinolin-2(1H)-yl)-6-methylphenyl)-3,3-dimethylbutanamide